NCC1=C(N=NN1C)C1=CC=C(C(=N1)C)NC(=O)[C@@H]1[C@H](CCCC1)C(=O)O (1S,2S)-2-((6-(5-(aminomethyl)-1-methyl-1H-1,2,3-triazol-4-yl)-2-methyl-pyridin-3-yl)carbamoyl)cyclohexane-1-carboxylic acid